C(CCCCCCC)OC(CCC(=O)OCCCCCCN(CCCCCCCC(=O)OCC\C=C/CCCCC)CCO)OCCCCCCCC (Z)-non-3-en-1-yl 8-((6-((4,4-bis(octyloxy)butanoyl)oxy)hexyl)(2-hydroxyethyl)amino)octanoate